NCC(C(F)(F)F)(O)C1=NC(=C(C(=C1F)C(C)(C)O)F)C1=CC=C(C=C1)F (-)-3-amino-2-[3,5-difluoro-6-(4-fluorophenyl)-4-(2-hydroxypropan-2-yl)pyridin-2-yl]-1,1,1-trifluoropropan-2-ol